1-(3,5-dichlorophenyl-methyl)-5-methyl-1H-1,2,3-triazole-4-carboxylic acid ClC=1C=C(C=C(C1)Cl)CN1N=NC(=C1C)C(=O)O